C(CCC)C1(C2=CC=CC=C2C=2C=CC(=CC12)C(C(C)(N1CCOCC1)C)=O)CCCC 1-(9,9-dibutyl-9H-fluoren-2-yl)-2-methyl-2-morpholinopropane-1-one